3-(6-(1-(Azetidin-3-yl)piperidin-4-yl)-1-oxoisoindolin-2-yl)piperidine-2,6-dione N1CC(C1)N1CCC(CC1)C1=CC=C2CN(C(C2=C1)=O)C1C(NC(CC1)=O)=O